BrCO[Si](C)(C)C(C)(C)C bromomethoxytert-butyl-dimethylsilane